CC=1C=C(C=NC1C)NC(C(=O)N1[C@@H](CC[C@H](C1)C)C1=CC2CCC(NC2C=C1)=O)=O (5,6-dimethyl-3-pyridyl)-2-[(2S,5R)-5-methyl-2-(2-oxo-3,4,4a,8a-tetrahydro-1H-quinolin-6-yl)-1-piperidyl]-2-oxo-acetamide